FO Monofluoro alcohol